2,4,6-tris(2-hydroxy-3-methyl-4-propyloxyphenyl)-1,3,5-triazine OC1=C(C=CC(=C1C)OCCC)C1=NC(=NC(=N1)C1=C(C(=C(C=C1)OCCC)C)O)C1=C(C(=C(C=C1)OCCC)C)O